tert-Butyl (4R)-4-[(1S)-5-(6-tert-butyl-5-methyl-pyrrolo[2,3-b]pyrazin-3-yl)-5-oxo-1-(2,2,2-trifluoroethyl)pentyl]-2,2-dimethyl-oxazolidine-3-carboxylate C(C)(C)(C)C1=CC=2C(=NC(=CN2)C(CCC[C@@H](CC(F)(F)F)[C@H]2N(C(OC2)(C)C)C(=O)OC(C)(C)C)=O)N1C